BrC1=CC=C(C(=N1)CN(C)C)OCC1CCC(CC1)(F)F (6-bromo-3-((4,4-difluorocyclohexyl)methoxy)pyridin-2-yl)-N,N-dimethylmethanamine